N1CCC2(CC1)C(CC1=CC=CC=C12)O 2,3-dihydrospiro[indene-1,4'-piperidin]-2-ol